3-(2,2-difluoroethyl)-7-(((3R,4S)-3-fluoro-1-methylpiperidin-4-yl)amino)benzo[b]thiophen FC(CC=1C2=C(SC1)C(=CC=C2)N[C@@H]2[C@@H](CN(CC2)C)F)F